FC1=CC=C2C(=CNC(C2=C1F)=O)[C@@H](C)N(C(=O)NC1=CC=C(C=C1)F)C (R)-1-(1-(7,8-difluoro-1-oxo-1,2-dihydroisoquinolin-4-yl)ethyl)-3-(4-fluorophenyl)-1-methylurea